BrC1=CC=C(C=C1)C=1C=2N(CCC1)C=NC2 8-(4-bromophenyl)-5,6-dihydroimidazo[1,5-a]pyridine